N2-(2,5-dimethyl-2H-indazol-6-yl)-N4-methyl-5-(trifluoromethyl)pyrimidine-2,4-diamine CN1N=C2C=C(C(=CC2=C1)C)NC1=NC=C(C(=N1)NC)C(F)(F)F